FC=1C=C(C=C(C1F)F)C=1N=NN(C1)[C@@H]1[C@H]([C@H](O[C@@H]([C@@H]1O)CO)S(=O)(=O)C1=CC2=CC=CC(=C2C=C1)N(C)C)O 5-Dimethylamino-naphthalen-2-yl 3-deoxy-3-[4-(3,4,5-trifluorophenyl)-1H-1,2,3-triazol-1-yl]-α-D-galactopyranosyl Sulfone